ClC=1C=C(C=CC1)[C@H]1CN(CC1)C[C@H](COC1=CC=C(C=C1)N(S(=O)(=O)C)C)O |o1:7| N-(4-((R)-3-((S) or (R)-3-(3-chlorophenyl)pyrrolidin-1-yl)-2-hydroxypropoxy)phenyl)-N-methylmethanesulfonamide